COC(=O)NC1=CC(=NC=C1C(F)(F)F)N1CCN(CC1)C(=O)O 4-(4-((methoxycarbonyl)amino)-5-(trifluoromethyl)pyridin-2-yl)piperazine-1-carboxylic acid